(R)-3-((3-(4-(3,3-difluoroazetidin-1-yl)pyrido[3,2-d]pyrimidin-6-yl)phenyl)ethynyl)-3-hydroxy-1-methylpyrrolidin-2-one FC1(CN(C1)C=1C2=C(N=CN1)C=CC(=N2)C=2C=C(C=CC2)C#C[C@]2(C(N(CC2)C)=O)O)F